ClC1=CC=C2C=NC(=NC2=C1C=1C=C(C=CC1)NC(C=C)=O)NC=1C(=NC(=CC1)N1CCOCC1)OC N-(3-(7-chloro-2-((2-methoxy-6-morpholinopyridin-3-yl)amino)quinazolin-8-yl)phenyl)acrylamide